1-(5-(((2R,4R)-2-methyl-1-((tetrahydro-2H-pyran-4-yl)methyl)piperidin-4-yl)methyl)pyrazolo[1,5-a]pyridin-3-yl)dihydropyrimidine-2,4(1H,3H)-dione C[C@H]1N(CC[C@H](C1)CC1=CC=2N(C=C1)N=CC2N2C(NC(CC2)=O)=O)CC2CCOCC2